2-(1-amino-cyclohexyl)-N-[(3S,5R)-1-(8-cyano-quinolin-5-yl)-5-trifluoromethyl-piperidin-3-yl]-acetamide NC1(CCCCC1)CC(=O)N[C@@H]1CN(C[C@@H](C1)C(F)(F)F)C1=C2C=CC=NC2=C(C=C1)C#N